3-(3-(dimethyl-(phenyl)silyl)-1,1-difluoropropyl)-2-methoxypyrazole C[Si](CCC(F)(F)C=1N(N=CC1)OC)(C1=CC=CC=C1)C